1-(4-cyanopyridine-2-yl)-N-(5-fluoropyridin-3-yl)-5-oxopyrrolidine-2-carboxamide C(#N)C1=CC(=NC=C1)N1C(CCC1=O)C(=O)NC=1C=NC=C(C1)F